diisobutyl 2,3-diisobutylsuccinate C(C(C)C)C(C(=O)OCC(C)C)C(C(=O)OCC(C)C)CC(C)C